4-(3-bromo-1H-1,2,4-triazol-5-yl)-4-(2-chlorophenoxy)butan BrC1=NNC(=N1)C(CCC)OC1=C(C=CC=C1)Cl